FC(OC=1C=C2CCC[C@@H](C2=CC1)CNC=1C=NC=CC1C(=O)O)F 3-({[(1S)-6-(difluoromethoxy)-1,2,3,4-tetrahydronaphthalen-1-yl]methyl}amino)pyridine-4-carboxylic acid